FC=1C=C(C2=CC=CC=C2C1)C#N 3-fluoro-1-naphthalenenitrile